(trans)-N-hydroxy-3-(5-((trans)-3-oxo-3-(3,4,5-trimethoxyphenyl)prop-1-en-1-yl)-2-(trifluoromethoxy)phenyl)acrylamide ONC(\C=C\C1=C(C=CC(=C1)\C=C\C(C1=CC(=C(C(=C1)OC)OC)OC)=O)OC(F)(F)F)=O